(+/-)-4-[3-[2-chloro-5-(methylamino)phenyl]-1,4-oxazepan-4-yl]-6-methyl-pyrimidin-2-amine ClC1=C(C=C(C=C1)NC)[C@@H]1COCCCN1C1=NC(=NC(=C1)C)N |r|